FC(C=1C(=C(C=CC1)[C@@H](C)NC1=NN(C(C=2C1=CN(C(C2)=O)C2(CC2)C(F)F)=O)C)F)(C2=CC=NC=C2)F (R)-4-((1-(3-(difluoro(pyridin-4-yl)methyl)-2-fluorophenyl)ethyl)amino)-6-(1-(difluoromethyl)cyclopropyl)-2-methyl-2,6-dihydropyrido[3,4-d]pyridazine-1,7-dione